(R)-N-(1-Cyanocyclopropyl)-9-(5-(difluoromethyl)-1,3,4-thiadiazol-2-yl)-4-(1-(3-methoxypyrrolidine-1-carbonyl)piperidin-4-yl)-9H-pyrimido[4,5-b]indole-7-sulfonamide C(#N)C1(CC1)NS(=O)(=O)C1=CC=C2C3=C(N(C2=C1)C=1SC(=NN1)C(F)F)N=CN=C3C3CCN(CC3)C(=O)N3C[C@@H](CC3)OC